ethyl-(naphthyl)diethoxysilane C(C)[Si](OCC)(OCC)C1=CC=CC2=CC=CC=C12